2-ethoxy-ethylmethacrylate C(C)OCCOC(C(=C)C)=O